(2R,4S)-4-(3-((1H-benzo[d]imidazol-5-yl)ethynyl)-4-amino-1H-pyrazolo[3,4-d]pyrimidin-1-yl)-2-(methoxymethyl)pyrrolidine-1-carboxylic acid tert-butyl ester C(C)(C)(C)OC(=O)N1[C@H](C[C@@H](C1)N1N=C(C=2C1=NC=NC2N)C#CC2=CC1=C(NC=N1)C=C2)COC